5-Ethyl-6-methyl-2,2-dioxooxathiazin-4-one C(C)C=1C(NS(OC1C)(=O)=O)=O